OC(CN1CCN(CC1)CCC)COC 1-(2-hydroxy-3-methoxypropyl)-4-propylpiperazine